2-Fluoro-4-[7-(1-quinolin-6-ylethyl)imidazo[1,2-b][1,2,4]triazin-2-yl]benzoic Acid FC1=C(C(=O)O)C=CC(=C1)C=1C=NC=2N(N1)C(=CN2)C(C)C=2C=C1C=CC=NC1=CC2